FC(C1=CC=C(C=C1)C=1N=C(SC1)N1N=C(C=C1O)C)(F)F 1-[4-(4-trifluoromethylphenyl)thiazol-2-yl]-3-methyl-1H-pyrazol-5-ol